trifluorocresol FC(C1=CC=CC=C1O)(F)F